N-(5-aminopentyl)-2-[2-(2,6-dioxo-3-piperidyl)-1,3-dioxo-isoindolin-4-yl]oxy-acetamide NCCCCCNC(COC1=C2C(N(C(C2=CC=C1)=O)C1C(NC(CC1)=O)=O)=O)=O